CC1(COC1)N 3-methyloxetan-3-amine